9-{[3-chloro-4-(hydroxymethyl)phenyl]amino}-N-[(4-methylphenyl)methyl]-3-azaspiro[5.5]undecane-3-carboxamide ClC=1C=C(C=CC1CO)NC1CCC2(CCN(CC2)C(=O)NCC2=CC=C(C=C2)C)CC1